C(C)(C)(C)NC=1C2=C(N=C(N1)C1=C(N(C3=NC=CC=C31)S(=O)(=O)C3=CC=CC=C3)C)C=NC=C2 N-(tert-butyl)-2-(2-methyl-1-(phenylsulfonyl)-1H-pyrrolo[2,3-b]pyridin-3-yl)pyrido[3,4-d]pyrimidin-4-amine